5-bromo-3-[(1R)-1-(pyridin-3-yl)ethoxy]pyridin-2-amine BrC=1C=C(C(=NC1)N)O[C@H](C)C=1C=NC=CC1